3-bromo-5-iodo-N,N-diphenylaniline BrC=1C=C(N(C2=CC=CC=C2)C2=CC=CC=C2)C=C(C1)I